ClC1=CC(=C(C=C1C1=NOC(C1)(C)C(=O)ON=C(C)C)N1C(N(C(N(C1=O)C)=S)C)=O)F 3-[4-chloro-2-fluoro-5-(5-{[(isopropylideneamino)oxy]carbonyl}-5-methyl-4,5-dihydro-1,2-oxazol-3-yl)phenyl]-1,5-dimethyl-6-sulfanylidene-1,3,5-triazinane-2,4-dione